4-(4-methoxyphenyl)-2-(((E)-(9-methyl-β-carbolin-3-yl)methylene)hydrazino)-2,3-dihydrothiazole COC1=CC=C(C=C1)C=1NC(SC1)N/N=C/C=1N=CC=2N(C3=CC=CC=C3C2C1)C